C(C)(C)(C)C=1C=C(CN(C(CN(S(=O)(=O)C2=C(C(=C(C(=C2F)F)F)F)F)CC2=C(C=C(C=C2F)F)F)=O)C2=C(C=C(C(=O)O)C=C2)OC2CC2)C=C(C1)C1CC1 4-(N-(3-(tert-butyl)-5-cyclopropylbenzyl)-2-(N-(2,4,6-trifluorobenzyl)-(2,3,4,5,6-pentafluoro-phenyl)sulfonamido)acetamido)-3-cyclopropoxybenzoic acid